C(C)(C)(C)OC(=O)NC(CCCC)Br (t-butoxycarbonylamino)bromopentane